ClC1=C2C=C(C=NC2=NC(=C1)OCC1=CC=C(C=C1)OC)N1C[C@H](N([C@H](C1)C)C(=O)OC(C)(C)C)C tert-butyl (2R,6S)-4-{5-chloro-7-[(4-methoxyphenyl)methoxy]-1,8-naphthyridin-3-yl}-2,6-dimethylpiperazine-1-carboxylate